C(C)N(C(C1=C(N=CC=C1)Cl)=O)CC N,N-diethyl-2-chloronicotinamide